C(C)(C)(C)OC(=O)N[C@@H](CC1=CC=C(C=C1)OC(C)(C)C)C(=O)O N-(tert-butyloxycarbonyl)-O-tert-butyl-L-tyrosine